2-bromo-5-chloronaphthalene BrC1=CC2=CC=CC(=C2C=C1)Cl